C(C)(C)(C)C1=CC=C(C=C1)C(C(Cl)Cl)=O p-t-Butyldichloroacetophenone